ClC=1C=C(C=C(C1)Cl)N1N=C(CC1C(F)(F)F)C(=O)OCC ethyl 1-(3,5-dichlorophenyl)-5-trifluoromethyl-4,5-dihydro-1H-pyrazole-3-carboxylate